OC1CC(C1)C(=O)OC methyl 3-hydroxycyclobutanecarboxylate